3-((7-((difluoromethyl)sulfonyl)-2,3-dihydrospiro[indene-1,2'-[1,3]dioxolan]-4-yl)oxy)-5-fluorobenzonitrile FC(S(=O)(=O)C=1C=CC(=C2CCC3(OCCO3)C12)OC=1C=C(C#N)C=C(C1)F)F